S1C2=C(C=C1C(=O)N)CCCCCCC2 4H,5H,6H,7H,8H,9H,10H-cyclonona[b]thiophene-2-carboxamide